(S)-(6-Chloro-7-methyl-1H-imidazo[4,5-b]pyridin-2-yl)(5-(difluoromethyl)-7,8-dihydro-1,6-naphthyridin-6(5H)-yl)methanone ClC=1C(=C2C(=NC1)N=C(N2)C(=O)N2[C@@H](C=1C=CC=NC1CC2)C(F)F)C